C(C)S(=O)(=O)NC(C1=C(C=C(C=C1)OC(C)C)N1CCN(CC1)CC1=NC2=C(N1C)C=CC=C2)=O N-ethylsulfonyl-4-isopropoxy-2-[4-[(1-methylbenzimidazol-2-yl)methyl]piperazin-1-yl]benzamide